NCCC[Si](OCC)(OCC)OCC 1-3-AminopropyltriethoxySilane